O=C1N(CCNC1)C1=C(C=CC=C1)/C=C/C(=O)OC methyl (E)-3-(2-(2-oxopiperazin-1-yl)phenyl)acrylate